C(C)(C)(C)C1=CC2=C(OPOC3=C(C2)C=C(C=C3C(C)(C)C)C(C)(C)C)C(=C1)C(C)(C)C 2,4,8,10-tetra-tert-butyl-12H-dibenz[d,g]-1,3,2-dioxaphosphocine